6-[methyl(phenyl)amino]-1-benzofuran-2-carboxamid CN(C1=CC2=C(C=C(O2)C(=O)N)C=C1)C1=CC=CC=C1